6'-methyl-2-(trifluoromethyl)-1'-((4-(trifluoromethyl)phenyl)sulfonyl)-2',3'-dihydro-1'H-spiro[cyclohexane-1,4'-quinoline] CC=1C=C2C3(CCN(C2=CC1)S(=O)(=O)C1=CC=C(C=C1)C(F)(F)F)C(CCCC3)C(F)(F)F